bis[3-(trimethoxysilyl)propyl]-ethylenediamine CO[Si](CCCNCCNCCC[Si](OC)(OC)OC)(OC)OC